N-(5-(tert-butyl)-1-(2-oxaspiro[3.3]heptan-6-yl)-1H-pyrazol-3-yl)-7-chloro-6-(imidazo[1,2-b]pyridazin-7-yloxy)-1-methyl-1H-imidazo[4,5-b]pyridin-2-amine C(C)(C)(C)C1=CC(=NN1C1CC2(COC2)C1)NC=1N(C=2C(=NC=C(C2Cl)OC2=CC=3N(N=C2)C=CN3)N1)C